S-(2-Amino-2-oxo-1-phenylethyl) ethanethioate C(C)(SC(C(=O)N)C1=CC=CC=C1)=O